C1(=CC=CC2=CC=CC=C12)C1=C2C=CC=CC2=C(C2=CC=CC=C12)B(O)O (10-(naphthalen-1-yl)anthracene-9-yl)boronic acid